methyl 1-[4-(2,2-dioxido-3,4-dihydropyrido[2,1-c][1,2,4]thiadiazin-9-yl)phenyl]cyclopropanecarboxylate O=S1(N=C2N(CC1)C=CC=C2C2=CC=C(C=C2)C2(CC2)C(=O)OC)=O